2-(2-methoxyphenyl)-4-(piperazin-1-yl)pyrimidine tert-Butyl-4-(4-(dibenzylamino)-3,5-difluoro-2-methylphenyl)piperazine-1-carboxylate C(C)(C)(C)OC(=O)N1CCN(CC1)C1=C(C(=C(C(=C1)F)N(CC1=CC=CC=C1)CC1=CC=CC=C1)F)C.COC1=C(C=CC=C1)C1=NC=CC(=N1)N1CCNCC1